CC1(CN(CC1)CCOC1=CC=CC=C1)OC=1C=C(N)C=CC1 3-((3-methyl-1-(2-phenoxyethyl)pyrrolidin-3-yl)oxy)aniline